12-aminolauric acid methyl ester COC(CCCCCCCCCCCN)=O